C(CCCCCCCCCCCC(C)C)OCCCCCCCCCCCCC(C)C isopentdecyl ether